1-[3-(2-Hydroxyphenyl)propanoyl]piperidine OC1=C(C=CC=C1)CCC(=O)N1CCCCC1